N1=C(N=CC=C1)N[C@@H]1C[C@H](CC1)N (1S,3S)-N1-(pyrimidin-2-yl)cyclopentane-1,3-diamine